dimethylolhexaneic acid C(O)C(C(=O)O)(CCCC)CO